C1=C(C=CC2=CC=CC=C12)C(=O)NC1=C(C(=O)N[C@@H](CC2=CNC3=CC=CC=C23)C(=O)N2CCN(CC2)\C(\NC(=O)OC(C)(C)C)=N/C(OC(C)(C)C)=O)C=C(C=C1)Br tert-butyl (Z)-((4-((2-(2-naphthamido)-5-bromobenzoyl)-L-tryptophyl)piperazin-1-yl)((tert-butoxycarbonyl)amino)methylene)carbamate